ClC=1C=CC2=C(CCC(O2)(C(=O)NC23CC(C2)(C3)NC(COC3=CC(=C(C=C3)Cl)F)=O)C)C1 6-chloro-N-{3-[2-(4-chloro-3-fluorophenoxy)acetamido]bicyclo[1.1.1]pentan-1-yl}-2-methyl-3,4-dihydro-2H-1-benzopyran-2-carboxamide